bis(2,4,6-trimethylbenzoyl)phenylphosphine CC1=C(C(=O)P(C2=CC=CC=C2)C(C2=C(C=C(C=C2C)C)C)=O)C(=CC(=C1)C)C